7-(2-((2-cyclopropyl-4-morpholinophenyl)amino)-5-(trifluoromethyl)pyrimidin-4-yl)-4-(oxetan-3-yl)-3,4-dihydrothieno[2,3-f][1,4]thiazepin-5(2H)-one 1,1-dioxide C1(CC1)C1=C(C=CC(=C1)N1CCOCC1)NC1=NC=C(C(=N1)C1=CC2=C(C(N(CCS2(=O)=O)C2COC2)=O)S1)C(F)(F)F